1-(5-(pyridin-2-yl)-2,3-dihydro-1H-indene-2-carbonyl)indoline-6-sulfonamide N1=C(C=CC=C1)C=1C=C2CC(CC2=CC1)C(=O)N1CCC2=CC=C(C=C12)S(=O)(=O)N